N[C@H](C(=O)OC[C@H]1O[C@@]([C@@H]([C@@H]1O)O)(C#N)C1=CC=C2C(=NC=NN21)N)C(C)(C)C ((2R,3S,4R,5R)-5-(4-aminopyrrolo[2,1-f][1,2,4]triazin-7-yl)-5-cyano-3,4-dihydroxytetrahydrofuran-2-yl)methyl (S)-2-amino-3,3-dimethylbutanoate